tricyclo[3.3.1.13,7]decan tert-butyl-3-(6-chloro-5-fluoro-8-methoxy-3-methyl-2,7-naphthyridin-1-yl)-3,8-diazabicyclo[3.2.1]octane-8-carboxylate C(C)(C)(C)OC(=O)N1C2CN(CC1CC2)C2=NC(=CC1=C(C(=NC(=C21)OC)Cl)F)C.C21CC3CC(CC(C2)C3)C1